C1(=CC=CC=C1)C=CC(=O)OC METHYL 3-PHENYLACRYLATE